FC=1C=CC(=C(C1)[C@@H](N1C(C2=CC(=CC=C2C1)C1=CC=C(C=C1)N1CCNCC1)=O)C=1NC2=CC=CC=C2C1)O (R)-2-((5-fluoro-2-hydroxyphenyl)(1H-indol-2-yl)methyl)-6-(4-(piperazin-1-yl)phenyl)isoindolin-1-one